tert-butyl bicyclo[2.2.1]-5-heptene-2-carboxylate C12C(CC(C=C1)C2)C(=O)OC(C)(C)C